6-fluoro-4-(4-(oxetan-3-yl)piperazin-1-yl)-2-nitroaniline FC1=CC(=CC(=C1N)[N+](=O)[O-])N1CCN(CC1)C1COC1